C1(CCCCC1)NC1=NC(=NC2=CC=CC=C12)NC1=CC(=CC=C1)OCCOC N4-cyclohexyl-N2-(3-(2-methoxyethoxy)phenyl)quinazoline-2,4-diamine